water helium [He].O